7-benzyl-4-[(2-methylphenyl)methyl]-2,4,6,7,8,9-hexahydroimidazo[1,2-a]pyrido[3,4-e]pyrimidin-5(1H)-one di-HCl salt Cl.Cl.C(C1=CC=CC=C1)N1CC=2C(N(C=3N(C2CC1)CCN3)CC3=C(C=CC=C3)C)=O